1-Undecyl-4-butylpiperidinium fluorid [F-].C(CCCCCCCCCC)[NH+]1CCC(CC1)CCCC